3-methoxy-2,6-dimethylphenylhydrazine hydrochloride Cl.COC=1C(=C(C(=CC1)C)NN)C